C(C)(C)(C)OC(=O)C1CCN(CC1)CCO.NCC1=NC=NC=C1 4-(aminomethyl)pyrimidine tert-butyl-1-(2-hydroxyethyl)piperidine-4-carboxylate